3-fluoro-4-morpholin-4-ylaniline FC=1C=C(N)C=CC1N1CCOCC1